C(C(=C)C)(=O)O.C(CCCCCCC)C1C(=O)NC(CC1)=O octyl-glutarimide methacrylate